FCC1(CC1)C1=CC=CC(=N1)C 6-(1-(fluoromethyl)cyclopropyl)-2-methylpyridine